C(#N)C=1C(=NC=CC1)SC(CC(C#N)C#N)CCCCCC 2-[2-[(3-cyano-2-pyridyl)sulfanyl]octyl]propanedinitrile